COC=1C=C(CN(C2=CC=C(C=C2)CN2CCCCC2)CC2=CC(=CC=C2)N2CCCC2)C=CC1 N-(3-methoxybenzyl)-4-(piperidin-1-ylmethyl)-N-(3-(pyrrolidin-1-yl)benzyl)aniline